COC=1C=C2C(=NNC2=CC1)CCNCC1=C(C=CC=C1)OC 2-(5-methoxy-1H-indazol-3-yl)-N-(2-methoxybenzyl)ethan-1-amine